C(CCCCCCCC)N(CCN1CCN(CC1)CCN(CCN(CCCCCCCCCCCCCC)CCCCCCCCCCCCCC)CCCCCCCCCCCCCC)CCCCCCCCC N1-(2-(4-(2-(Dinonylamino)ethyl)piperazin-1-yl)ethyl)-N1,N2,N2-tritetradecylethane-1,2-diamine